4-tertbutylbenzenethiol C(C)(C)(C)C1=CC=C(C=C1)S